N1(CCCCC1)BI (piperidino)iodoborane